[Cl-].C(C)OC(CNC(C[NH3+])=O)=O 2-(2-ethoxy-2-oxoethylamino)-2-oxoethylammonium chloride